tert-butyl-3-formyl-2-hydroxy-6,8-dihydro-5H-1,7-naphthyridine-7-carboxylate C(C)(C)(C)OC(=O)N1CCC=2C=C(C(=NC2C1)O)C=O